8-(1-bromoethyl)-3-cyclopropyl-2-(4,4-dimethyl-1-piperidinyl)-6-methyl-chromen-4-one BrC(C)C=1C=C(C=C2C(C(=C(OC12)N1CCC(CC1)(C)C)C1CC1)=O)C